3-amino-5-hydrazino-1,2,4-triazole NC1=NNC(=N1)NN